C1=C(C=CC2=CC=CC=C12)C1(OC(OC1)=O)C=C 4-(2-naphthyl)-4-vinyl-1,3-dioxolanone